FC1(CC(C1)COC1=C(C=CC(=C1F)F)[C@@H]1[C@H](O[C@@]([C@@H]1C)(C(F)(F)F)C)C(=O)NC1=CC(=NC=C1)C(=O)N)F 4-[[(2S,3R,4R,5S)-3-[2-[(3,3-Difluorocyclobutyl)methoxy]-3,4-difluoro-phenyl]-4,5-dimethyl-5-(trifluoromethyl)tetrahydrofuran-2-carbonyl]amino]pyridin-2-carboxamid